C(CCCCCCC\C=C/CCCCCC)(=O)OCCCCCCCCCCCC(=O)O 12-(palmitoleoyloxy)dodecanoic acid